N[C@@H](C)C=1C=C(C=CC1)C=1C=CC2=C(C(=CO2)COC2=C(C=CC=C2)CC(=O)OCC)C1 (S)-ethyl 2-(2-((5-(3-(1-aminoethyl)phenyl)benzofuran-3-yl)methoxy)phenyl)acetate